CN1CC(C(=O)[O-])=CC=C1 1-methylnicotinic acid anion